2-[1-(3-chloro-2-fluoro-phenyl)propyl-cyclopropyl-amino]acetamide ClC=1C(=C(C=CC1)C(CC)N(CC(=O)N)C1CC1)F